C(C)(C)(C)C=1C=C(CCC(=O)[O-])C=C(C1O)C(C)(C)C 3,5-ditertbutyl-4-hydroxyhydrocinnamate